OC1=C(C2=CC=C3C(=C(C(=C4C=CC(=C1Br)C2=C43)Br)O)Br)Br 2,7-dihydroxy-1,3,6,8-tetrabromopyrene